C1(=CC=CC=C1)C1=NC(=CC(=N1)C1=C(C(=C(C(=C1N1C2=CC=CC=C2C=2C=C(C=CC12)C(C)(C)C)C=1C=NC=CC1)N1C2=CC=CC=C2C=2C=C(C=CC12)C(C)(C)C)N1C2=CC=CC=C2C=2C=C(C=CC12)C(C)(C)C)N1C2=CC=CC=C2C=2C=C(C=CC12)C(C)(C)C)C1=CC=CC=C1 9,9',9'',9'''-(4-(2,6-diphenylpyrimidin-4-yl)-6-(pyridin-3-yl)benzene-1,2,3,5-tetrayl)tetrakis(3-(tert-butyl)-9H-carbazole)